N-(5-(cyclobutylmethoxy)-4-((2-(1,1-difluoroethyl)-6-methylpyrimidin-4-yl)amino)pyridin-2-yl)acetamide C1(CCC1)COC=1C(=CC(=NC1)NC(C)=O)NC1=NC(=NC(=C1)C)C(C)(F)F